OC1=NC(=CC(=C1C#N)C1=CC=CC=C1)C 2-hydroxy-6-methyl-4-phenylpyridine-3-carbonitrile